CC=1SC=C(N1)C=1C=CC=C(C1)O 5-(2-methylthiazol-4-yl)phenol